BrC(C(=O)NCC(C)C)(C)C 2-bromo-N-isobutyl-2-methylpropanamide